3-amino-N-ethyl-N-{2-[4-(6-fluoro-1,2-benzisoxazol-3-yl)piperidin-1-yl]ethyl}-2-hydroxypropionamide NCC(C(=O)N(CCN1CCC(CC1)C1=NOC2=C1C=CC(=C2)F)CC)O